7-amino-6-(3-methoxy-2,6-dimethylphenyl)-4-methylfuro[2,3-d]pyrrolo[2,3-b]pyridine-8-carbonitrile NC1=C(C=2C(=NC(=C3C2OC=C3)C)N1C1=C(C(=CC=C1C)OC)C)C#N